3-(chloromethyl)-5-cyclopropyl-isoxazole ClCC1=NOC(=C1)C1CC1